(3,5-bis-trifluoromethyl-phenyl)-N-[(3S,4R)-4-(4-fluoro-2-methyl-phenyl)-1-(morpholine-4-carbonyl)-pyrrolidin-3-yl]-N-methyl-isobutyramide FC(C=1C=C(C=C(C1)C(F)(F)F)C(C(=O)N(C)[C@@H]1CN(C[C@H]1C1=C(C=C(C=C1)F)C)C(=O)N1CCOCC1)(C)C)(F)F